FC=1C=C(C=CC1)N1N=C(C=C1)CC(=O)NC=1SC(=CN1)C(F)(F)F 2-[1-(3-fluorophenyl)-1H-pyrazol-3-yl]-N-[5-(trifluoromethyl)-1,3-thiazol-2-yl]acetamide